Cl[Ti](OC1=CC=CC=C1)(OC1=CC=CC=C1)OC1=CC=CC=C1 monochlorotriphenoxytitanium